1-(p-nitrobenzyl)-1,4,7,10-tetraazacyclodecan [N+](=O)([O-])C1=CC=C(CN2CCNCCNCCN2)C=C1